methyl-7-chloro-5-methylthieno[3,2-b]pyridine-3-sulfonamide CC1=C(C2=NC(=CC(=C2S1)Cl)C)S(=O)(=O)N